BrC1=CN=C(C2=CC(=NC=C12)Cl)C(=C)OCC 4-bromo-7-chloro-1-(1-ethoxyvinyl)-2,6-naphthyridine